C1(CC1)C(=O)NC1=CC(=C(N=N1)C(=O)N)NC1=C(C(=CC=C1)C=1C=NN(C1)[C@H]1COC[C@H]1OC([2H])([2H])[2H])OC 6-(cyclopropanecarboxamido)-4-((2-methoxy-3-(1-((3S,4S)-4-(methoxy-d3)tetrahydrofuran-3-yl)-1H-pyrazol-4-yl)phenyl)amino)pyridazine-3-carboxamide